FC1=CC=C(C(=C1)F)C1=NC=CC(=C1)C1=C(C=C(C=C1C)C)C 2-(4,6-difluorophenyl)-4-(2,4,6-trimethylphenyl)pyridine